[Ba+2].C(#N)C1=CC(=C(COC2=CC=CC(=N2)C2CCN(CC2)CC2=NC3=C(N2C[C@H]2OCC2)C=C(C=C3)C(=O)[O-])C=C1)F.C(#N)C1=CC(=C(COC3=CC=CC(=N3)C3CCN(CC3)CC3=NC2=C(N3C[C@H]3OCC3)C=C(C=C2)C(=O)[O-])C=C1)F.C(#N)C1=CC(=C(COC2=CC=CC(=N2)C2CCN(CC2)CC2=NC3=C(N2C[C@H]2OCC2)C=C(C=C3)C(=O)[O-])C=C1)F.C(#N)C1=CC(=C(COC3=CC=CC(=N3)C3CCN(CC3)CC3=NC2=C(N3C[C@H]3OCC3)C=C(C=C2)C(=O)[O-])C=C1)F (S)-2-((4-(6-((4-Cyano-2-fluorobenzyl)oxy)pyridin-2-yl)piperidin-1-yl)methyl)-1-(oxetan-2-ylmethyl)-1H-benzo[d]imidazole-6-carboxylic acid-hemi-barium salt